NC1=C(C=CC2=CC=CC=C12)N=NC=1C=NC(=CC1)C1=C(C=CC(=C1)C)C 4-Amino-3-[6-(2,5-dimethylphenyl)pyridin-3-ylazo]naphthalin